S1C2=C(C=C1)C(=CC=C2)N2CCN(CC2)CCCCOC2=CC=C1C(CC(N(C1=C2)COC(N(C)CC2=CC=CC=C2)=O)=O)(C)C N-Benzyl-N-methylcarbamic acid 7-[4-(4-benzo[b]thiophen-4-ylpiperazin-1-yl)butoxy]-4,4-dimethyl-2-oxo-3,4-dihydro-2H-quinolin-1-ylmethyl ester